[2-(4,6-dimethoxypyrimidin-5-yl)-1-methylpyrrolo[2,3-c]pyridin-5-yl]-2,2-difluorocyclopropane-1-carboxamide COC1=NC=NC(=C1C1=CC=2C(=CN=C(C2)C2(C(C2)(F)F)C(=O)N)N1C)OC